N-(5-hydroxypyridin-2-yl)-4-(trifluoromethyl)benzamide OC=1C=CC(=NC1)NC(C1=CC=C(C=C1)C(F)(F)F)=O